FC=1C=C(C(=O)N2CCNCC2)C=CC1C=1C=NC=C(C1)O 4-[3-fluoro-4-(5-hydroxypyridine-3-yl)benzoyl]piperazin